C(C=C)OC(=O)C=1N(C=C(C1C)C1=CC=CC=C1)C1=CC=CC=C1 3-methyl-1,4-diphenyl-1H-pyrrole-2-carboxylic acid allyl ester